C(=O)N1NCC=2C1=NC=CC2 1-formyl-3H-pyrazolo[3,4-b]pyridin